(3-methoxybenzyl)-3-(2-(2-(3-methoxyphenoxy)ethoxy)ethoxy)-N-(4-morpholinobenzyl)aniline COC=1C=C(CN(C2=CC(=CC=C2)OCCOCCOC2=CC(=CC=C2)OC)CC2=CC=C(C=C2)N2CCOCC2)C=CC1